C(CC)OC(C1=CC(=C(C=C1)OCCCCCCCCCCCCCCCCCC)OC)=O.C(#C)C=1SC=C(N1)NC(=O)C1=NC2=CC=CC=C2C=C1 N-(2-ethynyl-thiazol-4-yl)quinoline-2-carboxamide Propyl-4-octadecyloxy-3-methoxybenzoate